2,3,4,5,6,10b,11,12-octahydro-3-methyl-spiro[4b-azachrysen-12,2'-[1,3]dithiolane]-1-one CC1CC(C2=C(C1)N1CCC3=CC=CC=C3C1CC21SCCS1)=O